O=C(/C=C/C1(CC1)N1C(C2=CC=CC=C2C1=O)=O)C1=CC=C(C=C1)C (E)-2-(1-(3-oxo-3-(p-tolyl)prop-1-en-1-yl)cyclopropyl)isoindoline-1,3-dione